CC1=C(C=CC=C1C(F)(F)F)[C@@H](C)NC1=CC=NC2=CC=C(C=C12)N1CCN(CC1)C=1SC=CN1 (R)-N-(1-(2-methyl-3-(trifluoromethyl)phenyl)ethyl)-6-(4-(thiazol-2-yl)piperazin-1-yl)quinolin-4-amine